1-((5-(3-fluoro-5-methoxyphenyl)pyrazine-2-yl)methyl)-5-hydroxy-1H-indazole-7-carboxylic acid methyl ester COC(=O)C=1C=C(C=C2C=NN(C12)CC1=NC=C(N=C1)C1=CC(=CC(=C1)OC)F)O